2-amino-4-(3-(2-((S)-4-(4-chlorophenyl)-2,3,9-trimethyl-6H-thieno[3,2-f][1,2,4]triazolo[4,3-a][1,4]diazepin-6-yl)acetamido)phenyl)butyl dihydrogen phosphate P(=O)(OCC(CCC1=CC(=CC=C1)NC(C[C@H]1C=2N(C3=C(C(=N1)C1=CC=C(C=C1)Cl)C(=C(S3)C)C)C(=NN2)C)=O)N)(O)O